N-(4-(hydroxymethyl)tetrahydro-2H-pyran-4-yl)-5-((2-methoxypyridin-3-yl)methoxy)-2-methylbenzofuran-3-carboxamide OCC1(CCOCC1)NC(=O)C1=C(OC2=C1C=C(C=C2)OCC=2C(=NC=CC2)OC)C